COC1=NC=C(C2=C1N=C(S2)NC(=O)N2CCC(CC2)=O)C2CCOCC2 4-Oxo-piperidine-1-carboxylic acid [4-methoxy-7-(tetrahydro-pyran-4-yl)-thiazolo[4,5-c]pyridin-2-yl]-amide